tert-butyl 4-[2-(p-tolylsulfonyloxy)ethoxy]piperidine-1-carboxylate C1(=CC=C(C=C1)S(=O)(=O)OCCOC1CCN(CC1)C(=O)OC(C)(C)C)C